C(C1=CC=CC=C1)N(C(=O)C=1NC(C=CC1)=O)CC1=NC=C(C=C1)F N-benzyl-N-[(5-fluoropyridin-2-yl)methyl]-6-oxo-1,6-dihydropyridine-2-carboxamide